CN1N=C(C=C1)C1=NN=C(O1)C(=O)N1[C@H](C2=C(CC1)NC=N2)C2=NN1C(C(=CC=C1)OC(F)(F)F)=C2 (R)-(5-(1-methyl-1H-pyrazol-3-yl)-1,3,4-oxadiazol-2-yl)(4-(4-(trifluoromethoxy)pyrazolo[1,5-a]pyridin-2-yl)-6,7-dihydro-1H-imidazo[4,5-c]pyridin-5(4H)-yl)methanone